bis(2-mercaptoethyl) ether SCCOCCS